FC1=CC=2N(C=C1)C1=C(N2)C=2C=CC=CC2C(=C1)C1=CC=C(C=C1)OC 10-fluoro-5-(4-methoxyphenyl)naphtho[1',2':4,5]imidazo[1,2-a]pyridine